ClC=1C=C(C=C(C1)Cl)C1(CC(=NO1)C1=CC(=C(C(=O)NCC(NCC(F)(F)F)=O)C=C1)C)C(F)(F)F 4-[5-(3,5-Dichlorophenyl)-5-trifluoromethyl-4,5-dihydroisoxazol-3-yl]-2-methyl-N-[(2,2,2-trifluoro-ethylcarbamoyl)-methyl]-benzamide